C1(CC1)C1=NN(C=C1C1CN(CCC1)C)[C@@H]1C[C@H](C1)CNC=1C=C2C(N(C(C2=CC1)=O)C1C(NC(CC1)=O)=O)=O 5-(((trans-3-(3-cyclopropyl-4-(1-methylpiperidin-3-yl)-1H-pyrazol-1-yl)cyclobutyl)methyl)amino)-2-(2,6-dioxopiperidin-3-yl)isoindoline-1,3-dione